O1CCC(=CC1)C1=CC=C2CCN(C2=C1)C(=O)OC(C)(C)C tert-butyl 6-(3,6-dihydro-2H-pyran-4-yl)indoline-1-carboxylate